NC=1C=2N(C=CN1)C(=NC2C2=C(C=C(C(=O)NC1=NC=CC(=C1)N1CCCCC1)C=C2)F)[C@H]2NCC1(CC1)C2 (S)-4-(8-amino-3-(5-azaspiro[2.4]hept-6-yl)imidazo[1,5-a]pyrazin-1-yl)-3-fluoro-N-(4-(piperidin-1-yl)pyridin-2-yl)benzamide